C1=C(C(=C[C@@H]([C@@H]1O)O)C(=O)[O-])C(=O)[O-] The molecule is a dicarboxylic acid dianion arising from deprotonation of the carboxy groups of cis-4,5-dihydroxycyclohexa-2,6-diene-1,2-dicarboxylic acid; major species at pH 7.3. It is a dicarboxylic acid dianion and a hydroxy monocarboxylic acid anion. It is a conjugate base of a cis-4,5-dihydroxycyclohexa-2,6-diene-1,2-dicarboxylic acid.